C1(CC1)NC(C([C@H](C[C@H]1C(NCC1)=O)NC([C@H](CCC)NC(OCC1C2=CC=CC=C2C=2C=CC=CC12)=O)=O)O)=O (9H-fluoren-9-yl)methyl ((2S)-1-(((2S)-4-(cyclopropylamino)-3-hydroxy-4-oxo-1-((S)-2-oxopyrrolidin-3-yl)butan-2-yl)amino)-1-oxopentan-2-yl)carbamate